N-[(1R)-1-(4-methoxyphenyl)ethyl]-6-{4-[(6-methoxypyridin-3-yl)oxy]piperidin-1-yl}-5-methylpyridazine-3-carboxamide COC1=CC=C(C=C1)[C@@H](C)NC(=O)C=1N=NC(=C(C1)C)N1CCC(CC1)OC=1C=NC(=CC1)OC